COC(C(C(C)C)(C1=NC(=NC=C1)N(CC1=CC=C(C=C1)OC)S(=O)(=O)C1CC1)F)=O 2-fluoro-2-(2-(N-(4-methoxybenzyl)cyclopropanesulfonylamino)pyrimidin-4-yl)-3-methylbutanoic acid methyl ester